C1=NNC=2C1=C1C=3CCCCC3C(=NC1=CC2)C2=CC=C(C(=O)O)C=C2 4-(8,9,10,11-tetrahydro-3H-pyrazolo[4,3-a]phenanthridin-7-yl)benzoic acid